6,6',6'',6'''-((ethane-1,2-diylbis(azanetriyl))tetrakis(methylene))tetrapicolinic acid C(CN(CC1=CC=CC(=N1)C(=O)O)CC1=CC=CC(=N1)C(=O)O)N(CC1=CC=CC(=N1)C(=O)O)CC1=CC=CC(=N1)C(=O)O